C[C@]12CC(C[C@](CC1)(N2)C)N(C=2SC=1N=C(SC1N2)C=2N=CC(=C1C2NC=C1)C=1C=NNC1)C N-[(1R,3s,5S)-1,5-dimethyl-8-azabicyclo[3.2.1]octan-3-yl]-N-methyl-5-[4-(1H-pyrazol-4-yl)-1H-pyrrolo[2,3-c]pyridin-7-yl][1,3]thiazolo[5,4-d][1,3]thiazol-2-amine